COC[C@H](NC1=CC=C2C(=CC(OC2=C1)=O)C1=C(C=CC=C1)C)C(=O)OC(C)(C)C tert-butyl O-methyl-N-(2-oxo-4-(o-tolyl)-2H-chromen-7-yl)serinate